[C@@H]12NC[C@@H]([C@@H](C1)OC(=O)C=1C(=NOC1C1(CC1)F)C1=C(C=CC=C1Cl)Cl)C2 3-(2,6-dichlorophenyl)-5-(1-fluorocyclopropyl)-1,2-oxazole-4-carboxylic acid (1s,4s,5r)-2-azabicyclo[2.2.1]heptane-5-yl ester